dimercapto-maleimide SC1=C(C(=O)NC1=O)S